COC([C@@H](NC)CCCC(N)CCO)=O 6-(2-hydroxyethyl)-N2-methyl-L-lysine methyl ester